Cl.N1C=NC(=C1)C1=CC=C(C=C1)C(C(=O)NCC1=CC(=CC=C1)Cl)N1C(N(C2=C1C=CC=C2)C)=O (4-(1H-imidazol-4-yl)phenyl)-N-(3-chlorobenzyl)-2-(3-methyl-2-oxo-2,3-dihydro-1H-benzo[d]imidazol-1-yl)acetamide hydrochloride